3,5-di-tert-butyl-4-hydroxybenzylthiooctyl acetate C(C)(=O)OCCCCCCCCSCC1=CC(=C(C(=C1)C(C)(C)C)O)C(C)(C)C